1,4,8-triazaspiro[4.5]decan-1,3-diene-8-carboxylic acid tert-butyl ester C(C)(C)(C)OC(=O)N1CCC2(N=CC=N2)CC1